[(1S,2S)-2-hydroxycyclopentyl]pyridine-2-carboxamide O[C@@H]1[C@@H](CCC1)C=1C(=NC=CC1)C(=O)N